FC(C1=NC=C(C(=O)[O-])C=C1)(F)F 6-(trifluoromethyl)nicotinate